2-({8-[4-(methylamino)pyridin-2-yl]-3-oxo-1H,2H,3H-benzo[e]isoindol-2-yl}methyl)prop-2-enamide CNC1=CC(=NC=C1)C=1C=CC2=C(C=3CN(C(C3C=C2)=O)CC(C(=O)N)=C)C1